N-(6-methyl-quinolin-8-yl)pyridine-2-sulfonamide CC=1C=C2C=CC=NC2=C(C1)NS(=O)(=O)C1=NC=CC=C1